Cl.[Co](Cl)Cl Cobalt chloride hydrochloride